BrC1=C(C(=NC=C1F)O)[Si](C)(C)C 4-bromo-5-fluoro-3-(trimethylsilyl)pyridine-2-ol